6-amino-7-(2-chloro-3-hydroxy-6-methylphenyl)-2-methyl-4-(trifluoromethyl)-7H-pyrrolo[2,3-d]pyrimidine-5-carboxamide NC1=C(C2=C(N=C(N=C2C(F)(F)F)C)N1C1=C(C(=CC=C1C)O)Cl)C(=O)N